N-(6-bromo-3-(2-chloro-5-fluorophenyl)-1-oxoisoindol-4-yl)-5-fluoroindoline-1-carboxamide BrC1=CC(=C2C(=NC(C2=C1)=O)C1=C(C=CC(=C1)F)Cl)NC(=O)N1CCC2=CC(=CC=C12)F